FC(C1=C(C=CC(=C1)C(F)(F)F)[C@@H](C)N1N=CC(=C1)NC(=O)C=1SC(=NN1)C=1OC=CC1)(F)F (R)-N-(1-(1-(2,4-bis(trifluoromethyl)phenyl)ethyl)-1H-pyrazol-4-yl)-5-(furan-2-yl)-1,3,4-thiadiazol-2-carboxamide